N-((1S,2R)-2-(6-fluoro-2,3-dimethylphenyl)-1-(5-oxo-4,5-dihydro-1,3,4-oxadiazol-2-yl)propyl)-2,3-dihydrobenzo[b][1,4]dioxin-6-sulfonamide FC1=CC=C(C(=C1[C@H]([C@@H](C=1OC(NN1)=O)NS(=O)(=O)C1=CC2=C(OCCO2)C=C1)C)C)C